IC=1C(=C(C=CC1)C1=NC(=C(C=O)C=C1)OC)Cl 6-(3-iodo-2-chlorophenyl)-2-methoxynicotinaldehyde